FC1=C(C=CC=C1)S(=O)(=O)NC=1C(=NC=C(C1)C=1C=CC=2N=CN=C(C2N1)N1C[C@H](N(CC1)C(\C=C\C(C)=O)=O)C)OC (R,E)-2-fluoro-N-(2-methoxy-5-(4-(3-methyl-4-(4-oxopent-2-enoyl)piperazin-1-yl)pyrido[3,2-d]pyrimidin-6-yl)pyridin-3-yl)benzenesulfonamide